4-(2,2-bis(4-(dimethylamino)phenyl)-1-phenylvinyl)benzaldehyde CN(C1=CC=C(C=C1)C(=C(C1=CC=CC=C1)C1=CC=C(C=O)C=C1)C1=CC=C(C=C1)N(C)C)C